C(C1=CC=CC=C1)OCCC1CC(C(N1S(=O)(=O)C1=CC=C(C)C=C1)=O)(CC)CC 5-(2-(benzyloxy)ethyl)-3,3-diethyl-1-tosylpyrrolidin-2-one